4-((4-chloro-5-(trifluoromethyl)pyrimidin-2-yl)amino)piperidine-1-carboxylic acid tert-butyl ester C(C)(C)(C)OC(=O)N1CCC(CC1)NC1=NC=C(C(=N1)Cl)C(F)(F)F